N=1N(N=CC1)C1=CC=C(N=N1)CN1C(C(N(CC1)[C@@H]1C[C@@H](C1)C1=CC=CC=C1)=O)=O 1-((6-(2H-1,2,3-triazol-2-yl)pyridazin-3-yl)methyl)-4-((cis)-3-phenylcyclobutyl)piperazine-2,3-dione